Ethyl 2-(2-fluorophenyl)-6-morpholin-4-ylimidazo[1,2-b]pyridazine-3-carboxylate FC1=C(C=CC=C1)C=1N=C2N(N=C(C=C2)N2CCOCC2)C1C(=O)OCC